C(C)(=O)N1CCC(CC1)NC1=CC(=NC(=N1)C=1C2=C(C=NC1)N=CS2)C(=O)O 6-((1-acetylpiperidin-4-yl)amino)-2-(thiazolo[4,5-c]pyridin-7-yl)pyrimidine-4-carboxylic acid